2,7-bis(benzyloxy)-4-methoxyphenanthrene C(C1=CC=CC=C1)OC1=CC=2C=CC3=CC(=CC=C3C2C(=C1)OC)OCC1=CC=CC=C1